C(C)(C)(C)OC(=O)NC1=NC=CC(=C1)[C@@H]1[C@H](C1)C(=O)OC methyl (1S,2S)-2-[2-(tert-butoxycarbonylamino)-4-pyridyl]cyclopropanecarboxylate